C(C)(C)(C)N(CCNCCN(C(C)(C)C)C(C)(C)C)C(C)(C)C N,N,N'',N''-tetra(t-butyl)diethylenetriamine